OC=1NC2=C(N1)SC=C2 HYDROXYTHIENOIMIDAZOLE